(diethyl (4-methoxy-N-(trimethylsilyl) pyridine-2-sulfonimidoyl) methyl) phosphate P(=O)(OC(S(=O)(=N[Si](C)(C)C)C1=NC=CC(=C1)OC)(CC)CC)([O-])[O-]